COC=1C=C2C(=NC=3C4=C(C=CC3C2=CC1OC)C=C1C(=C4)OCO1)OCCN1CCCC1 2,3-Dimethoxy-13-(2-(pyrrolidin-1-yl)ethoxy)-[1,3]dioxolo[4',5':4,5]benzo[1,2-c]phenanthridine